2-(2-(1-Benzylpiperidin-4-yl)ethyl)-4-phenylpyridazin-3(2H)-one C(C1=CC=CC=C1)N1CCC(CC1)CCN1N=CC=C(C1=O)C1=CC=CC=C1